FC1=C(C=CC=C1)N1N=NC=C1 1-(2-fluorophenyl)-1H-1,2,3-triazole